5-(2-chloro-5-((8-(1-ethyl-3-(trifluoromethyl)-1H-pyrazol-4-yl)-6-((2-imino-3-methyl-2,3-dihydro-1H-imidazol-1-yl)methyl)-4-oxochroman-3-yl)methyl)phenoxy)pentanoic acid ClC1=C(OCCCCC(=O)O)C=C(C=C1)CC1COC2=C(C=C(C=C2C1=O)CN1C(N(C=C1)C)=N)C=1C(=NN(C1)CC)C(F)(F)F